6-[1-(2-methoxyethyl)pyrazol-4-yl]-4-[(3S)-piperidin-3-ylamino]pyrido[3,2-d]pyrimidine-8-carboxamide COCCN1N=CC(=C1)C=1C=C(C=2N=CN=C(C2N1)N[C@@H]1CNCCC1)C(=O)N